Monofluorooctanediol FC(CCCCCCC)(O)O